1-(4-chlorophenyl)-3-(5-phenylthiophen-3-yl)urea ClC1=CC=C(C=C1)NC(=O)NC1=CSC(=C1)C1=CC=CC=C1